methyl 2-[(3R)-3-methyl-3-{5-methyl-2-[trans-4-(trifluoromethyl)cyclohexyl]pyrazolo[1,5-a]pyrimidin-7-yl}piperidin-1-yl]acetate C[C@@]1(CN(CCC1)CC(=O)OC)C1=CC(=NC=2N1N=C(C2)[C@@H]2CC[C@H](CC2)C(F)(F)F)C